6-bromo-8-cyclopentyl-5-methyl-2-((5-nitropyridin-2-yl)amino)pyrido[2,3-d]pyrimidin-7(8H)-one BrC1=C(C2=C(N=C(N=C2)NC2=NC=C(C=C2)[N+](=O)[O-])N(C1=O)C1CCCC1)C